FC1=C(C(=CC=C1)OC)C=1C=C2C(=CN1)NN=C2C=2C(=NC=CC2)C(=O)NC (5-(2-fluoro-6-methoxyphenyl)-1H-pyrazolo[3,4-c]pyridin-3-yl)-N-methylpyridineamide